8-diazomethylquinoline [N+](=[N-])=CC=1C=CC=C2C=CC=NC12